N1=CN=C2NC=NC2=C1NCC=1OC2=CC=CC=C2C(C1C1=CC(=CC=C1)F)=O 2-((9H-purin-6-ylamino)methyl)-3-(3-fluorophenyl)-4H-chromen-4-one